COC=1OC2=CC(=CC=C2C(C1C1=CC=CC=C1)=O)O methoxy-7-hydroxyisoflavone